3-Chloro-2-[(2-oxooxazolidin-5-yl)methoxy]pyridine-4-carboxylic acid ClC=1C(=NC=CC1C(=O)O)OCC1CNC(O1)=O